C(C)(=O)N1CCN(CC1)C1=C(C=CC=C1)/C=C/C(=O)NO (E)-3-(2-(4-acetylpiperazin-1-yl)phenyl)-N-hydroxyacrylamide